5-fluoro-2-(naphthalen-2-yl)-1H-benzo[d]imidazole FC1=CC2=C(NC(=N2)C2=CC3=CC=CC=C3C=C2)C=C1